ClC1=CC=C(C=2NC3=C(C=CC=C3C(C12)=O)OC)C(=O)NCCCC(=O)O 4-(1-chloro-5-methoxy-9-oxo-9,10-dihydroacridin-4-carboxamido)butanoic acid